methyl (S)-2-((4-(6-((5-acetylpyridin-2-yl)methoxy)pyridin-2-yl)piperidin-1-yl)methyl)-1-(oxetan-2-ylmethyl)-1H-benzo[d]imidazole-6-carboxylate C(C)(=O)C=1C=CC(=NC1)COC1=CC=CC(=N1)C1CCN(CC1)CC1=NC2=C(N1C[C@H]1OCC1)C=C(C=C2)C(=O)OC